(S)-2-amino-N-((4-(7-ethyl-7-hydroxy-8,11-dioxo-7,8,11,13-tetrahydro-10H-[1,3]dioxolano[4,5-g]pyrano[3',4':6,7]indolizino[1,2-B]quinolin-14-yl)-1H-pyrazol-1-yl)methyl)acetamide NCC(=O)NCN1N=CC(=C1)C1=C2C(=NC=3C=C4C(=CC13)OCO4)C4=CC1=C(C(N4C2)=O)COC([C@]1(O)CC)=O